4-(7-bromobenzo[d]imidazo[2,1-b]thiazol-2-yl)-3-(trifluoromethyl)benzoic acid BrC1=CC2=C(N3C(S2)=NC(=C3)C3=C(C=C(C(=O)O)C=C3)C(F)(F)F)C=C1